COC=1C(=C(C=CC1)C=1C(=C2C(=NC(=NN2C1)C=1N(C=CN1)C)O)C1=NC=C(C=C1)OCCC)C 6-(3-Methoxy-2-methylphenyl)-2-(1-methyl-1H-imidazol-2-yl)-5-(5-propoxypyridin-2-yl)pyrrolo[2,1-f][1,2,4]triazin-4-ol